C(C)N(C(OC(C)(C)C)=O)CC=1OC(=NN1)C1=NC=CN=C1NC1=CC=C(C=C1)C(F)(F)F tert-butyl N-ethyl-N-[[5-[3-[4-(trifluoromethyl)anilino]pyrazin-2-yl]-1,3,4-oxadiazol-2-yl]methyl]carbamate